(S)-5-[(3S)-2-(2,2-difluoro-1-methylcyclopropanecarbonyl)-1,2-oxazolidin-3-yl]-2-fluoropyridine FC1([C@@](C1)(C(=O)N1OCC[C@H]1C=1C=CC(=NC1)F)C)F